(1S,2S,4R,5R,6S,7S)-7-(pyrimidin-5-yl)-N-(3-(trifluoromethyl)phenyl)-8-oxatricyclo[3.2.1.02,4]octane-6-carboxamide N1=CN=CC(=C1)[C@@H]1[C@@H]([C@H]2[C@@H]3C[C@@H]3[C@@H]1O2)C(=O)NC2=CC(=CC=C2)C(F)(F)F